3,5-dimethyl-sulfenyl-2,4-diaminotoluene CSC=1C(=C(C)C=C(C1N)SC)N